N=1C=NN2C=NC3=C(C21)C=CC=N3 pyridino[3,2-e][1,2,4]triazolo[1,5-c]pyrimidine